C(=O)[O-].C(=O)(O)C=1N(C2=C(C(=CC=C2C1CCCOC1=CC=CC2=CC(=CC=C12)F)Cl)C=1C(=NOC1C)C)CCN1CC[NH2+]CC1 4-{2-[2-carboxy-6-chloro-7-(3,5-dimethyl-1,2-oxazol-4-yl)-3-{3-[(6-fluoronaphthalen-1-yl)oxy]propyl}-1H-indol-1-yl]ethyl}piperazin-1-ium formate